C=1N=CN2C1C1=CC=CC=C1C2C(C)O 1-(5H-imidazo[5,1-a]isoindol-5-yl)ethan-1-ol